S1C(=CC=C1)C(C=CC=1SC=CC1)=O 1,3-di(thien-2-yl)-2-propen-1-one